diphenyl-dimethyl-vinyl-trichlorotrisilane C1(=CC=CC=C1)[Si]([Si]([Si](Cl)(Cl)Cl)(C=C)C)(C)C1=CC=CC=C1